1-(2-fluoroethyl)-8-methoxy-1,4-dihydro-4-oxoquinoline FCCN1C=CC(C2=CC=CC(=C12)OC)=O